BrC1=C(C=C(C(=C1)Cl)OC)S(=O)(=O)N[C@@H](C(=O)O)CCCC (R)-2-(2-bromo-4-chloro-5-methoxyphenyl-sulfonylamino)hexanoic acid